CN1C(=NC=C1)[N+](=O)[O-] 1-methyl-2-nitro-imidazole